C1(CCC1)CN1C(N(CC12CCC(CC2)(C2=CC=C(C=C2)OC)N(C)C)CC2=CC=C(C=C2)OC)=O 1-(cyclobutyl-methyl)-8-dimethylamino-8-(4-methoxyphenyl)-3-[(4-methoxyphenyl)-methyl]-1,3-diazaspiro[4.5]decan-2-one